FC(OC1=CC=C(C=C1)C=1C2=C(N=C(N1)CN)OCCC2)(F)F [4-[4-(trifluoromethoxy)phenyl]-6,7-dihydro-5H-pyrano[2,3-d]pyrimidin-2-yl]methylamine